C(C)(C)(C)OC(=O)NCCC(=O)NC=1N=C(N(C1)C)C(=O)NC=1C=C(N(C1)C)C(=O)NCCC(=O)OC methyl 3-[[4-(4-[3-[(tert-butoxycarbonyl)amino] propanamido]-1-methylimidazole-2-amido)-1-methylpyrrol-2-yl]formamido]propanoate